(R)-1-(1-(4-fluorophenyl)-8-methoxy-9-(2-methyl-2H-tetrazol-5-yl)-5,6-dihydroimidazo[5,1-a]isoquinoline-3-carbonyl)-2-methylazetidine-2-carbonitrile FC1=CC=C(C=C1)C=1N=C(N2C1C1=CC(=C(C=C1CC2)OC)C=2N=NN(N2)C)C(=O)N2[C@](CC2)(C#N)C